[K+].N=1C=C(N2N=CC=CC21)C(=O)[O-] imidazo[1,2-b]pyridazine-3-carboxylic acid potassium salt